ClC=1N=NC(=CC1[C@@H]1[C@H](C1)[C@H](C)O)C=1C(=NC(=NC1)OC)OC (S)-1-((1S,2S)-2-(3-chloro-6-(2,4-dimethoxypyrimidin-5-yl)pyridazin-4-yl)cyclopropyl)ethan-1-ol